5-(1-methylethyl)-1,3-cyclopentadiene CC(C)C1C=CC=C1